N1=C(C=NC=C1)C(=O)N1CCC2(C(C2)CNC(=O)C2=CC=3C(=CN=CC3)O2)CC1 N-[[6-(pyrazine-2-carbonyl)-6-azaspiro[2.5]octan-2-yl]methyl]furo[2,3-c]pyridine-2-carboxamide